C(C)OC1=C(C=CC=C1)C1OC1 2-(2-ethoxyphenyl)oxirane